COC(CCC1=CC=C(C=C1)C(C)(C)C)=O 3-(p-tert-butylphenyl)propionic acid methyl ester